O=C(CC(=O)OCC(COC(CC(C)=O)=O)OC(CC(C)=O)=O)C 2,3-bis(3-oxobutanoyloxy)propyl 3-oxobutanoate